O.ClC1=C(C(=O)N2COC3=C(C2)C=CC=C3C3=CC(=C(C(=O)O)C=C3F)N3C2COCC3CC2)C(=CC(=C1)N1CC(C1)(OC)OC)Cl 4-[3-[2,6-dichloro-4-(3,3-dimethoxyazetidin-1-yl)benzoyl]-2,4-dihydro-1,3-benzoxazin-8-yl]-5-Fluoro-2-(3-oxa-8-azabicyclo[3.2.1]octan-8-yl)benzoic acid hydrate